FC=1C(N(C=NC1C(CF)(F)F)CC=1C(=NC(=CC1C)C)OC)=O 5-fluoro-3-((2-methoxy-4,6-dimethylpyridin-3-yl)methyl)-6-(1,1,2-trifluoroethyl)pyrimidin-4(3H)-one